C(C)(C)(C)C1=CC=C(C=C1)C1=CC=C(C=C1)NC1=CC=C(CN(C(CN2CCN(CC2)C)=O)O)C=C1 N-(4-((4'-(tert-butyl)-[1,1'-biphenyl]-4-yl)amino)benzyl)-N-hydroxy-2-(4-methylpiperazin-1-yl)acetamide